(3aS,7aS)-1,6-dibenzyl-3a-methylhexahydro-1H-pyrrolo[2,3-c]pyridin-7(7aH)-one C(C1=CC=CC=C1)N1CC[C@@]2([C@H]1C(N(CC2)CC2=CC=CC=C2)=O)C